benzyl (6R)-6-{[2-(5-bromo-2-furyl)[1,2,4]triazolo[1,5-c]quinazolin-5-yl]amino}-5-oxo-1,4-diazepane-1-carboxylate BrC1=CC=C(O1)C1=NN2C(=NC=3C=CC=CC3C2=N1)N[C@H]1C(NCCN(C1)C(=O)OCC1=CC=CC=C1)=O